ClC1=C(C=C(C=C1)F)C1NC(C2=C1C(=CC1=C(N(N=C21)C)C(C2C(CC2)=O)O)C2=C(C(=O)N)C=C(C=C2F)C(F)(F)F)=O (6-(2-chloro-5-fluorophenyl)-3-(hydroxy(2-oxocyclobutyl)methyl)-2-methyl-8-oxo-2,6,7,8-tetrahydropyrrolo[3,4-g]indazol-5-yl)-3-fluoro-5-(trifluoromethyl)benzamide